N1(CCC[C@]12COCC2)C2=NC1=CC=C(C=C1C=C2)CO (S)-(2-(7-oxa-1-azaspiro[4.4]non-1-yl)quinolin-6-yl)methanol